N1(CCC2=CC=CC=C12)C([C@H](C1=CC=CC=C1)NCCC1=CC=C(C=C1)S(=O)(=O)N)=O |r| (S)- and (R)-4-(2-((2-(indolin-1-yl)-2-oxo-1-phenylethyl)amino)ethyl)benzenesulfonamide